C1(CCC1)CN(C1=C2CN(C(C2=CC=C1)=O)C1C(NC(CC1)=O)=O)C1CCC(CC1)NCC1(CC1)C(F)(F)F 3-(4-((cyclobutylmethyl)((1s,4s)-4-(((1-(trifluoromethyl)cyclopropyl)methyl)amino)cyclohexyl)amino)-1-oxoisoindolin-2-yl)piperidine-2,6-dione